5-fluoro-3-methoxy-1-(9-phenanthryl)-4-trifluoromethylpyrazole FC1=C(C(=NN1C=1C2=CC=CC=C2C=2C=CC=CC2C1)OC)C(F)(F)F